diphenylphosphino-sodium 3-(diphenylphosphino)-benzenesulfonate C1(=CC=CC=C1)P(C=1C=C(C=CC1)S(=O)(=O)O)C1=CC=CC=C1.C1(=CC=CC=C1)P(C1=CC=CC=C1)[Na]